[C@H]12NC([C@H](C=C1)C2)=O (1R,4S)-2-azabicyclo[2.2.1]hept-5-ene-3-one